COC1=C(C=CC(=C1)OCCOC)NC1=CC=NC2=CC(=CC=C12)C1=CC=CC=C1 N-(2-methoxy-4-(2-methoxyethoxy)phenyl)-7-phenylquinolin-4-amine